(8-fluoro-1,1-dioxido-4-oxothiochroman-3-yl)-2-oxoacetate FC=1C=CC=C2C(C(CS(C12)(=O)=O)OC(C=O)=O)=O